4-(p-diethylaminostyryl)quinoline C(C)N(C1=CC=C(C=CC2=CC=NC3=CC=CC=C23)C=C1)CC